5-fluoro-4-(8-fluoro-4-isopropyl-3,4-dihydro-2H-benzo[b][1,4]oxazin-6-yl)-N-(6-methoxy-5-(piperidin-4-yl)pyridin-2-yl)pyrimidin-2-amine hydrochloride salt Cl.FC=1C(=NC(=NC1)NC1=NC(=C(C=C1)C1CCNCC1)OC)C1=CC2=C(OCCN2C(C)C)C(=C1)F